7-methylindole-2,3-dione CC=1C=CC=C2C(C(NC12)=O)=O